C(#N)C[C@@H](C)[C@H]1CC[C@H]2[C@@H]3[C@@H]([C@H](C4=CC(CC[C@]4(C)[C@H]3CC[C@]12C)=O)CC)O (6β,7α,20R)-20-cyanomethyl-6-ethyl-7-hydroxy-4-pregnen-3-one